(S)-1-(4-(4-isopropyl-5-(8-methoxy-[1,2,4]triazolo[1,5-a]pyridin-6-yl)-1H-pyrazol-3-yl)phenyl)-N,N-dimethylethan-1-amine C(C)(C)C=1C(=NNC1C=1C=C(C=2N(C1)N=CN2)OC)C2=CC=C(C=C2)[C@H](C)N(C)C